3-phenyl-3-(4-(2-methacryloxyethyl)carbamyloxyphenyl)-6,7-dimethoxy-13,13-dimethyl-3H,13H-indeno[2',3':3,4]naphtho[1,2-b]pyran C1(=CC=CC=C1)C1(C=CC2=C(O1)C=1C=C(C(=CC1C1=C2C(C2=CC=CC=C21)(C)C)OC)OC)C2=CC=C(C=C2)OC(NCCOC(C(=C)C)=O)=O